FC(COC(NCCCCCC)=O)(F)F 2,2,2-trifluoroethyl-N-n-hexylcarbamate